1-(4,5-Difluoro-1H-benzoimidazol-2-yl)-1H-pyrazole FC1=C(C=CC=2NC(=NC21)N2N=CC=C2)F